4-hydroxy-N-[(1R)-2-hydroxy-1-{4-[4-(hydroxymethyl)-1,3-thiazol-5-yl]phenyl}ethyl]-L-prolinamide hydrochloride Cl.OC1C[C@H](NC1)C(=O)N[C@@H](CO)C1=CC=C(C=C1)C1=C(N=CS1)CO